NC1=C(C2=C(C(N1C1=C3C=NNC3=CC=C1C)=O)SC(=N2)C)C(=O)N 6-amino-2-methyl-5-(5-methyl-1H-indazol-4-yl)-4-oxo-4,5-dihydrothiazolo[5,4-c]pyridine-7-carboxamide